FC1=NC=CC=C1[C@H](C)OC(=O)NC=1C(=NOC1C1=CC=C(C=N1)NC(=O)C1CCCCC1)C (1S,2S)-2-((6-(4-(((1-(2-Fluoropyridin-3-yl)ethoxy)carbonyl)amino)-3-methylisoxazol-5-yl)pyridin-3-yl)carbamoyl)cyclohexan